tris(2-hydroxypropyl)amine OC(CN(CC(C)O)CC(C)O)C